trans-(N,N'-diethylcarbamoyl)methoxycarbonyl-oxirane C(C)N(C(=O)COC(=O)C1OC1)CC